HYDROXYNAPHTHOQUINONE OC=1C(C2=CC=CC=C2C(C1)=O)=O